1,5-Octadien-3-one C=CC(CC=CCC)=O